FC=1C=2N(C=C(C1)NC(=O)C1=CC=C(C3=CN(N=C13)C)N1CCC(CC1)=O)C=C(N2)C N-(8-fluoro-2-methylimidazo[1,2-a]pyridin-6-yl)-2-methyl-4-(4-oxopiperidin-1-yl)-2H-indazole-7-carboxamide